(4-(tert-butyl)phenoxy)-1H-1,2,3-triazole-4-carboxylic acid C(C)(C)(C)C1=CC=C(ON2N=NC(=C2)C(=O)O)C=C1